7-Bromo-4-phenyl-[1,3,5]triazino[2,1-b][1,3]benzoxazol-2-on BrC=1C=CC2=C(N3C(O2)=NC(N=C3C3=CC=CC=C3)=O)C1